2-Amino-4-methyl-6-(2-methyl-1,3-dioxolan-2-yl)phenol NC1=C(C(=CC(=C1)C)C1(OCCO1)C)O